NC=1C=C2N=CC(N(C2=CC1C(F)(F)F)[C@@H](C)C1=CC=CC=C1)=O 6-amino-1-[(1S)-1-phenylethyl]-7-(trifluoromethyl)quinoxalin-2-one